1-benzyl-2-phenylimidazole hydrogen bromide salt Br.C(C1=CC=CC=C1)N1C(=NC=C1)C1=CC=CC=C1